2-(4,4-difluoroazepan-1-yl)-6-methyl-N-(3-sulfamoylphenyl)-6,7-dihydro-5H-pyrrolo[3,4-b]pyridine-3-carboxamide FC1(CCN(CCC1)C1=C(C=C2C(=N1)CN(C2)C)C(=O)NC2=CC(=CC=C2)S(N)(=O)=O)F